methyl-7-(piperidin-3-ylmethyl)pyrazolo[1,5-a]pyrimidine hydrochloride Cl.CC1=NN2C(N=CC=C2CC2CNCCC2)=C1